4-(2-(4-chloro-2-fluorophenyl)-1,2,3,4-tetrahydroisoquinolin-5-yl)piperidine-1-carboxylic acid tert-butyl ester C(C)(C)(C)OC(=O)N1CCC(CC1)C1=C2CCN(CC2=CC=C1)C1=C(C=C(C=C1)Cl)F